5-{[2-(1,3-dioxolan-2-yl)phenyl]carbamoyl}-2-methylpyrazole-3-carboxylic acid O1C(OCC1)C1=C(C=CC=C1)NC(=O)C=1C=C(N(N1)C)C(=O)O